5-chloro-1H-benzotriazolium 3-oxide hexafluorophosphate F[P-](F)(F)(F)(F)F.ClC1=CC2=C([NH2+]N=[N+]2[O-])C=C1